IC=1C=C(C(=O)OC)C=CC1SCC1=NN(C=C1)C1=CC=C(C=C1)[N+](=O)[O-] methyl 3-iodo-4-(((1-(4-nitrophenyl)-1H-pyrazol-3-yl)methyl)thio)benzoate